2-acetyl-8-bromo-N-(4-(chlorodifluoromethoxy)phenyl)-9-isopropyl-2,3,4,4a,9,9a-hexahydro-1H-pyrido[3,4-b]indole-6-carboxamide C(C)(=O)N1CC2N(C3=C(C=C(C=C3C2CC1)C(=O)NC1=CC=C(C=C1)OC(F)(F)Cl)Br)C(C)C